3-(3-Chlorobenzyl)-6-((2,3-dihydro[1,4]benzodioxin-6-yl)methyl)-2,3,4,6-tetrahydropyrido[3,4-c][1,8]naphthyridine ClC=1C=C(CN2CC3=CN(C=4N=CC=CC4C3=CC2)CC2=CC3=C(OCCO3)C=C2)C=CC1